FC(C1=NC(=NO1)C1=CC(NC=C1)=O)(F)F 4-(5-(trifluoromethyl)-1,2,4-oxadiazol-3-yl)pyridin-2(1H)-On